ClC1=CC(=C(N=N1)OCCN1CCS(CC1)(=O)=O)CNC(OC(C)(C)C)=O tert-butyl N-[[6-chloro-3-[2-(1,1-dioxo-1,4-thiazinan-4-yl)ethoxy]pyridazin-4-yl]methyl]carbamate